BrC=1C(N(C(=CC1OCC1=NC=C(C=C1F)C)C)C1=CC(=NC=C1C)C1=NC(=NC=C1C)C(C)(C)O)=O (M)-3-bromo-4-((3-fluoro-5-methylpyridin-2-yl)methoxy)-2'-(2-(2-hydroxypropan-2-yl)-5-methylpyrimidin-4-yl)-5',6-dimethyl-2H-[1,4'-bipyridin]-2-one